tert-butyl 4-(4-(2-chloro-4-(1-methyl-5-(3-(trifluoromethyl)-pyrazol-4-yl)-imidazole-2-carboxamido)benzoyl) piperazine-1-carbonyl)piperidine-1-carboxylate ClC1=C(C(=O)N2CCN(CC2)C(=O)C2CCN(CC2)C(=O)OC(C)(C)C)C=CC(=C1)NC(=O)C=1N(C(=CN1)C=1C(=NNC1)C(F)(F)F)C